1-methyl-3-(3-methyl-benzyl)-imidazole CN1CN(C=C1)CC1=CC(=CC=C1)C